FC1=C(C=CC=C1)C#CC(CCC(=O)C1=CC=CC=C1)CC(F)(F)F 6-(2-fluorophenyl)-1-phenyl-4-(2,2,2-trifluoroethyl)hex-5-yn-1-one